N[C@@H](CO)[C@@H](\C=C\CCCCCCCCCCCCCCCCC)O (2S,3R,E)-2-aminodocos-4-ene-1,3-diol